(1aR,5aR)-2-[1-(4-Fluoro-phenyl)-1-methyl-ethyl]-1a,2,5,5a-tetrahydro-1H-2,3-diaza-cyclopropa[a]pentalene-4-carboxylic acid (1-methyl-1-pyridin-4-yl-ethyl)-amide CC(C)(C1=CC=NC=C1)NC(=O)C=1C=2C[C@@H]3[C@H](C2N(N1)C(C)(C)C1=CC=C(C=C1)F)C3